C1(CC1)C1=NN(C=C1C1=NC=CC=N1)[C@@H]1C[C@H](C1)CNC=1C=C2C(N(C(C2=CC1)=O)C1C(NC(CC1)=O)=O)=O 5-(((trans-3-(3-cyclopropyl-4-(pyrimidin-2-yl)-1H-pyrazol-1-yl)cyclobutyl)methyl)amino)-2-(2,6-dioxopiperidin-3-yl)isoindoline-1,3-dione